6-anilino-1-naphthol N(C1=CC=CC=C1)C=1C=C2C=CC=C(C2=CC1)O